benzyl (2S)-4-[cyclopropylidene]-2-(3-fluoro-4-(methoxycarbonyl) phenyl)piperidine-1-carboxylate C1(CC1)=C1C[C@H](N(CC1)C(=O)OCC1=CC=CC=C1)C1=CC(=C(C=C1)C(=O)OC)F